C(C=1C(O)=CC=CC1)(=O)NCCCCCCCC(=O)O 8-(salicylamido)octanoic acid